BrC1=NN2C(C(NC(=C2)C)=O)=C1 2-bromo-6-methyl-5H-pyrazolo[1,5-a]pyrazin-4-one